1-[(2R,3S)-2-methyl-2,3-dihydrofuro[3,2-b]pyridin-3-yl]methylamine dihydrochloride Cl.Cl.C[C@@H]1[C@H](C2=NC=CC=C2O1)CN